7-methoxy-2-methyl-quinazoline COC1=CC=C2C=NC(=NC2=C1)C